COC=1C=C(C=CC1OC)C1=NC2=C(N1C(C)C)C=CC(=C2)C2CCN(CC2)C2CCN(CC2)CC(C)C 2-(3,4-dimethoxyphenyl)-5-(1'-isobutyl-[1,4'-bipiperidin]-4-yl)-1-isopropyl-1H-benzo[d]imidazole